(±)-3-((6-(5-(((6-isopropylpyrimidin-4-yl)oxy)methyl)-1-methyl-1H-1,2,3-triazol-4-yl)-2-methylpyridin-3-yl)oxy)cycloheptane-1-carboxylic acid C(C)(C)C1=CC(=NC=N1)OCC1=C(N=NN1C)C1=CC=C(C(=N1)C)OC1CC(CCCC1)C(=O)O